FC(C=1C=CC=2CC(C3=CC=CC=C3C2C1)=O)(F)F 3-trifluoromethylphenanthrone